COCC1=NC(=NO1)C1=CC2=C([C@H](CO2)NC(=O)C2=CC(=NN2C)C)C=C1 (R)-N-(6-(5-(methoxymethyl)-1,2,4-oxadiazol-3-yl)-2,3-dihydrobenzofuran-3-yl)-1,3-dimethyl-1H-pyrazole-5-carboxamide